racemic-isochroman C1OCCC2=CC=CC=C12